ethyl (S)-7-fluoro-2-(3-fluoro-4-(4,4,5,5-tetramethyl-1,3,2-dioxaborolan-2-yl) benzyl)-1-(oxetan-2-ylmethyl)-1H-benzo[d]imidazole-6-carboxylate FC1=C(C=CC2=C1N(C(=N2)CC2=CC(=C(C=C2)B2OC(C(O2)(C)C)(C)C)F)C[C@H]2OCC2)C(=O)OCC